C(CCC(=O)O)(=O)O.C(CCC(=O)O)(=O)O.C(CCC(=O)O)(=O)O.C(CO)O ethylene glycol trisuccinate